NCC=1C(=C(C=CC1)C1=CC(=CC=2C=COC21)[C@@H]2CN(C1=C(O2)C(=CC=C1)CC(=O)O)C)Cl |r| (±)-2-(2-(7-(3-(aminomethyl)-2-chlorophenyl)benzofuran-5-yl)-4-methyl-3,4-dihydro-2H-Benzo[b][1,4]oxazin-8-yl)acetic acid